BrC=1C2=C(C(N(C1)C)=O)SC(=C2)C(=O)NN 4-bromo-6-methyl-7-oxo-6,7-dihydrothieno[2,3-c]pyridine-2-carbohydrazide